COC=1C(=CC2=C(N=CN=C2N[C@H](C)C2=C(C(=CC=C2)C(F)(F)F)C)N1)N1CCN(CC1)C1CCOCC1 (R)-7-methoxy-N-(1-(2-methyl-3-(trifluoromethyl)phenyl)ethyl)-6-(4-(tetrahydro-2H-pyran-4-yl)piperazin-1-yl)pyrido[2,3-d]pyrimidin-4-amine